N(=[N+]=[N-])CCCCCCCOC1(C2C(N(C(C2=CC=C1[2H])=O)C1C(NC(CC1)=O)=O)=O)[2H] 4-((7-azidoheptyl)oxy)-2-(2,6-dioxopiperidin-3-yl)isoindoline-1,3-dione-4,5-d